CN1N=CC(=C1)C=1C=CC=2N(C1)N=CC2N2CCN(CC2)C2=NN(C=N2)C2OCCCC2 6-(1-methyl-1H-pyrazol-4-yl)-3-(4-(1-(tetrahydro-2H-pyran-2-yl)-1H-1,2,4-triazol-3-yl)piperazin-1-yl)pyrazolo[1,5-a]pyridine